5-amino-6-(5-methyl-1-(tetrahydro-2H-pyran-2-yl)-1H-indazol-4-yl)-2-(tributylstannyl)-pyrimidine-4-carboxylic acid ethyl ester C(C)OC(=O)C1=NC(=NC(=C1N)C1=C2C=NN(C2=CC=C1C)C1OCCCC1)[Sn](CCCC)(CCCC)CCCC